FC(C(CNC(OC(C)(C)C)=O)NC)(F)F tert-butyl (3,3,3-trifluoro-2-(methylamino)-propyl)carbamate